O[C@@H]1[C@H](CO[C@@H]([C@@H]1O)CO)NC1=NC(=CC(=N1)C(OC)=N)OC methyl 2-(((3S,4R,5R,6R)-4,5-dihydroxy-6-(hydroxymethyl)tetrahydro-2H-pyran-3-yl)amino)-6-methoxypyrimidine-4-carbimidate